NCCC=1C=CC(=NC1)C1=C(OC2=CC(=NN2C)N(C)CC(F)F)C=C(C=C1)F 5-[2-[5-(2-aminoethyl)pyridin-2-yl]-5-fluorophenoxy]-N-(2,2-difluoroethyl)-N,1-dimethylpyrazole-3-amine